(S)-2-((tert-Butoxycarbonyl)(methyl)amino)-3-(2,4,5-trifluorophenyl)propanoic acid C(C)(C)(C)OC(=O)N([C@H](C(=O)O)CC1=C(C=C(C(=C1)F)F)F)C